FC(C(=O)O)(F)F.N[C@H]1[C@@H](CCCC1)C1=C(C2=NC(=CC(=C2S1)NCC=1SC=CC1)Cl)I 2-((1r,2r)-2-aminocyclohexyl)-5-chloro-3-iodo-N-(thiophen-2-ylmethyl)thieno[3,2-b]pyridin-7-amine trifluoroacetate salt